1-(4-(((6-azidopyridazin-4-yl)amino)methyl)benzyl)pyridin-2(1H)-one N(=[N+]=[N-])C1=CC(=CN=N1)NCC1=CC=C(CN2C(C=CC=C2)=O)C=C1